2,5-ditertiary butyl-4-methylphenol C(C)(C)(C)C1=C(C=C(C(=C1)C)C(C)(C)C)O